FC=1C=C2C(=CNC2=CC1)C1CN(C1)C 5-fluoro-3-(1-methylazetidin-3-yl)-1H-indole